O1-tert-Butyl O3-methyl 3-(7-bromo-6-chloro-8-fluoro-quinazolin-4-yl)azetidine-1,3-dicarboxylate BrC1=C(C=C2C(=NC=NC2=C1F)C1(CN(C1)C(=O)OC(C)(C)C)C(=O)OC)Cl